ClC1=CC=C(C=C1)CC(=O)N1CCN(CC1)C=1C=CC=2N(N1)C(=NN2)C2CC2 2-(4-chlorophenyl)-1-(4-(3-cyclopropyl-[1,2,4]triazolo[4,3-b]pyridazin-6-yl)piperazin-1-yl)ethan-1-one